ethyl 4-(5-(3-((4-chloro-2-(4-ethoxy-4-oxobutanoyl)-6-methoxyisoindolin-5-yl) oxy) propoxy)-4-fluoro-6-methoxy benzo[b]thiophen-2-yl)-4-oxobutanoate ClC1=C2CN(CC2=CC(=C1OCCCOC1=C(C2=C(SC(=C2)C(CCC(=O)OCC)=O)C=C1OC)F)OC)C(CCC(=O)OCC)=O